2-Dibenzofuranmethanol C1=C(C=CC=2OC3=C(C21)C=CC=C3)CO